FC1(CC1)C(C=1C(=C2C(=NN(C2=CC1)C)N)OC)OC 5-((1-Fluorocyclopropyl)(methoxy)methyl)-4-methoxy-1-methyl-1H-indazol-3-amine